N-[4-(4,4,5,5-tetramethyl-1,3,2-dioxaborolan-2-yl)pyridin-2-yl]Benzamide di(2-ethylhexyl)adipate C(C)C(COC(CCCCC(=O)OCC(CCCC)CC)=O)CCCC.CC1(OB(OC1(C)C)C1=CC(=NC=C1)NC(C1=CC=CC=C1)=O)C